BrC=1C=C(C=NC1)S(=O)(=O)NC1=C(C=C(C(=O)OC)C=C1)OC methyl 4-(5-bromopyridine-3-sulfonamido)-3-methoxybenzoate